7-Amino-3-((S)-1-((E)-3-((R)-azetidin-2-yl)acryloyl)piperidin-3-yl)-1-(4-phenoxyphenyl)-1,5-dihydro-4H-pyrrolo[2,3-d]pyridazin-4-on NC1=NNC(C2=C1N(C=C2[C@H]2CN(CCC2)C(\C=C\[C@@H]2NCC2)=O)C2=CC=C(C=C2)OC2=CC=CC=C2)=O